C(\C=C\CCC)(=O)SCCNC(CCNC([C@@H](C(COP(OP(OC[C@@H]1[C@H]([C@H]([C@@H](O1)N1C=NC=2C(N)=NC=NC12)O)OP(=O)(O)O)(=O)O)(=O)O)(C)C)O)=O)=O e-2-hexenoyl-CoA